FC(OC1=NC2=CC(=CC(=C2N=C1)C=1SC2=C(N1)C(=CC(=C2)OC)OC)C)F 2-(2-(difluoromethoxy)-7-methylquinoxalin-5-yl)-4,6-dimethoxybenzo[d]thiazole